C(C)(=O)O.C(C1=CC=CC=C1)N1C[C@@H]([C@@H](CC1)C)NC (3r,4r)-1-benzyl-N,4-dimethylpiperidin-3-amine acetate